N-(4-morpholinylphenyl)-8-phenylquinazolin-2-amine N1(CCOCC1)C1=CC=C(C=C1)NC1=NC2=C(C=CC=C2C=N1)C1=CC=CC=C1